CCCOC(C(=C)C)=O γ-propylmethacrylate